C(=C)C1CN(C1)C(C)=O 1-(3-vinylazetidin-1-yl)ethanone